NC=1C=2N(C3=CC(=C(C=C3N1)F)C(=O)N(CC1=NC=C(C=C1)C(F)(F)F)C)C=CC2 4-amino-7-fluoro-N-methyl-N-((5-(trifluoromethyl)pyridin-2-yl)methyl)pyrrolo[1,2-a]quinoxaline-8-carboxamide